ClC=1C(=NC=CC1)N1N=C(C=C1C(=O)NC=1C(=CC=2N(C1C(=O)NCC1CC1)N=CC2)C)OCC(F)(F)F 6-(1-(3-chloropyridin-2-yl)-3-(2,2,2-trifluoroethoxy)-1H-pyrazole-5-carboxamido)-N-(cyclopropylmethyl)-5-methylpyrazolo[1,5-a]pyridine-7-carboxamide